N-{1-[(4-cyanopiperidin-4-yl)methyl]-1H-pyrazol-4-yl}-2-(1H-pyrazol-4-yl)-1,3-thiazole-4-carboxamide C(#N)C1(CCNCC1)CN1N=CC(=C1)NC(=O)C=1N=C(SC1)C=1C=NNC1